N-Benzyl-N-(2-aminoethyl)-3-aminopropyltrimethoxysilan C(C1=CC=CC=C1)N(CCC[Si](OC)(OC)OC)CCN